ClC1=C(C=CC=C1Cl)SC1=CN=C(N(C1=O)C)N1CCC2(CC1)[C@@H](C1=CC=CC=C1C2)NC(OC(C)(C)C)=O (S)-tert-butyl (1'-(5-((2,3-dichlorophenyl)thio)-1-methyl-6-oxo-1,6-dihydropyrimidin-2-yl)-1,3-dihydrospiro[indene-2,4'-piperidin]-1-yl)carbamate